C(#N)C1=CC2=C(CN(C[C@H]2C2=C(C(=CC=C2)F)C=2C(=NN(C2)C)C(F)(F)F)C(/C=C/CN(C(OC(C)(C)C)=O)C)=O)S1 tert-butyl (S,E)-(4-(2-cyano-4-(3-fluoro-2-(1-methyl-3-(trifluoromethyl)-1H-pyrazol-4-yl)phenyl)-4,7-dihydrothieno[2,3-c]pyridin-6(5H)-yl)-4-oxobut-2-en-1-yl)(methyl)carbamate